2-(4-cyano-2-methoxy-phenoxy)-N-(3-methylsulfonylphenyl)-5-tetrahydropyran-4-yl-pyridine-3-carboxamide C(#N)C1=CC(=C(OC2=NC=C(C=C2C(=O)NC2=CC(=CC=C2)S(=O)(=O)C)C2CCOCC2)C=C1)OC